O=C1NC(CCC1N1C(C2=CC=C(C=C2C1=O)NC[C@@H]1C[C@H](C1)N1N=CC(=C1)C1=NC2=CC=CC=C2N=C1)=O)=O 2-(2,6-dioxopiperidin-3-yl)-5-(((trans-3-(4-(quinoxalin-2-yl)-1H-pyrazol-1-yl)cyclobutyl)methyl)amino)isoindoline-1,3-dione